(S)-1-[2-(Benzo[d]isoxazol-3-yl)phenyl]-2-(6-trifluoromethylpyridin-2-yl)ethan-1-amine hydrochloride Cl.O1N=C(C2=C1C=CC=C2)C2=C(C=CC=C2)[C@H](CC2=NC(=CC=C2)C(F)(F)F)N